O=C1NC(CC[C@@H]1C1=CC=C(C=C1)N1CCC(CC1)(C)CC=O)=O |r| rac-2-(1-{4-[(3R)-2,6-dioxopiperidin-3-yl]phenyl}-4-methylpiperidin-4-yl)acetaldehyde